FC1CC(N(C1)C(=O)C1=NC=2NC(CCC2C=C1)=O)C(=O)NC(C1=CC=C(C=C1)C(C)C)C1=CC=CC=C1 4-Fluoro-1-(7-oxo-5,6,7,8-tetrahydro-1,8-naphthyridine-2-carbonyl)-N-{phenyl-[4-(propan-2-yl)phenyl]methyl}pyrrolidine-2-carboxamide